ClC=1C(=NC(=NC1)N1N=CC=C1C)NC1=CC2=C(N(C(N2CCC(C)(C)O)=O)C)C=C1 5-((5-Chloro-2-(5-methyl-1H-pyrazol-1-yl)pyrimidin-4-yl)amino)-3-(3-hydroxy-3-methylbutyl)-1-methyl-1,3-dihydro-2H-benzo[d]imidazol-2-one